(2,2,2-trifluoroethyl) [(3-fluorophenyl)methyl] sulfide FC=1C=C(C=CC1)CSCC(F)(F)F